NC=1C2=CC=CC=C2N=C2CCC=CC12 9-amino-3,4-dihydroacridine